2-methyl-2-(4-((4-(4-(2-oxoimidazolidin-1-yl)phenyl)pyrimidin-2-yl)amino)-1H-pyrazol-1-yl)propanenitrile CC(C#N)(C)N1N=CC(=C1)NC1=NC=CC(=N1)C1=CC=C(C=C1)N1C(NCC1)=O